4-(3-methylpiperidin-1-yl)-2-(morpholin-4-yl)-8-(1H-pyrazol-5-yl)-1,7-naphthyridine CC1CN(CCC1)C1=CC(=NC2=C(N=CC=C12)C1=CC=NN1)N1CCOCC1